S1C(SCCC1)=C1CC2CC(CC2C1)C1=NN(C(=C1C(=O)NC1=CC(=C(C=C1)F)Cl)N)C 3-(5-(1,3-dithian-2-ylidene)octahydropentalen-2-yl)-5-amino-N-(3-chloro-4-fluorophenyl)-1-methyl-1H-pyrazole-4-carboxamide